CC1=CC=2N(C=C1)C(=CN2)C(=O)C2=CC=CC=C2 (7-methylimidazo[1,2-a]pyridin-3-yl)(phenyl)methanone